C1(=CC=CC=C1)NC(=O)NC(N)=O 3-(phenylcarbamoyl)urea